FC(C1=CC=C(S1)C(=O)N)(F)F 5-(trifluoromethyl)thiophene-2-carboxamide